ClC1=C(C=C(C(=O)N2CC=3N=C(N(C(C3C[C@H]2C)=O)CCC(=O)NC)NC(C)C)C=C1)C(F)(F)F (R)-3-(7-(4-Chloro-3-(trifluoromethyl)benzoyl)-2-(isopropylamino)-6-methyl-4-oxo-5,6,7,8-tetrahydropyrido[3,4-d]pyrimidin-3(4H)-yl)-N-methylpropanamide